C1(=CC=CC=C1)C1=NC(=NC(=N1)C1=CC=CC=C1)C=1C(=C(C(=C(C#N)C1)C1=CC=CC=C1)F)F 5-(4,6-Diphenyl-1,3,5-triazin-2-yl)-3,4-difluoro-2-phenylbenzonitrile